N-dodecyl-4-methylpyridine chloride salt [Cl-].C(CCCCCCCCCCC)N1CC=C(C=C1)C